tert-butyl (S)-42-((((9H-fluoren-9-yl) methoxy) carbonyl) amino)-39-oxo-2,5,8,11,14,17,20,23,26,29,32,35-dodecaoxa-38-azatritetracontan-43-oate C1=CC=CC=2C3=CC=CC=C3C(C12)COC(=O)N[C@@H](CCC(NCCOCCOCCOCCOCCOCCOCCOCCOCCOCCOCCOCCOC)=O)C(=O)OC(C)(C)C